O=C1NC(CCC1N1C(N(C2=C1C=CC=C2C=CCCC=2C(=NC=CC2)C(=O)N)C)=O)=O (4-(1-(2,6-dioxopiperidin-3-yl)-3-methyl-2-oxo-2,3-dihydro-1H-benzo[d]imidazol-4-yl)but-3-en-1-yl)picolinamide